CC1=CC=C(C=C1)[C@H]1[C@@H](C1)B(O)O TRANS-2-(4-METHYLPHENYL)CYCLOPROPANEBORONIC ACID